3-bromo-5-(trifluoromethyl)thiophenol BrC=1C=C(C=C(C1)C(F)(F)F)S